CN(C(=O)C)C N,N-dimethyl-methyl-formamide